tert-butyl (R)-3-(3-(4-decylphenyl)-1,2,4-oxadiazol-5-yl)piperidine-1-carboxylate C(CCCCCCCCC)C1=CC=C(C=C1)C1=NOC(=N1)[C@H]1CN(CCC1)C(=O)OC(C)(C)C